ClC1=C(C(=O)NCC(=O)NCC(=O)O)C=CC(=C1)Cl (2,4-dichlorobenzoyl)glycylglycine